Cl.ClC1=CC(=C(N=N1)N)N1CCNCC1 6-chloro-4-(piperazin-1-yl)pyridazin-3-amine hydrochloride